BrC1=CC2=NC(=C3C(=C2S1)N(C(=N3)CCCN3CC(OCC3)(C)C)C)C 4-(3-(7-bromo-1,4-dimethyl-1H-imidazo[4,5-d]thieno[3,2-b]pyridin-2-yl)propyl)-2,2-dimethylmorpholine